1-(pyrrolidin-3-ylsulfonyl)-4-(4-(trifluoromethyl)pyridin-2-yl)piperazine N1CC(CC1)S(=O)(=O)N1CCN(CC1)C1=NC=CC(=C1)C(F)(F)F